(S)-2-((((9H-fluoren-9-yl)methoxy)carbonyl)amino)-3-(4-(2,3-dihydrobenzo[b][1,4]dioxin-6-yl)phenyl)propanoic acid C1=CC=CC=2C3=CC=CC=C3C(C12)COC(=O)N[C@H](C(=O)O)CC1=CC=C(C=C1)C1=CC2=C(OCCO2)C=C1